C(C)(C)(C)[SiH2]NC(O)=O.C(N)(O)=O carbamate (tert-butyl silylcarbamate)